CN1C(C2=C(C(CC1)=O)C(=CN2)C2=NC(=NC=C2C(F)(F)F)NC2CNCCC2)=O 7-methyl-3-{2-[(piperidin-3-yl)amino]-5-(trifluoromethyl)pyrimidin-4-yl}-1H,4H,5H,6H,7H,8H-pyrrolo[2,3-c]azepin-4,8-dione